FC1=C(C=C(C=C1C)C1=C(C=CC=C1C)C)[C@H](CC(=O)O)NC([C@H](CC(C)C)N1C(N=C(C(=C1)CCN1CC(C1)(C)F)CC)=O)=O (S)-3-(4-fluoro-2',5,6'-trimethyl-[1,1'-biphenyl]-3-yl)-3-((S)-2-(4-ethyl-5-(2-(3-fluoro-3-methylazetidin-1-yl)ethyl)-2-oxopyrimidin-1(2H)-yl)-4-methylpentanamido)propionic acid